5-[5-chloro-1-methylpyrrolo[2,3-c]pyridin-2-yl]-6-methoxypyridine-3-carbonitrile ClC=1C=C2C(=CN1)N(C(=C2)C=2C=C(C=NC2OC)C#N)C